O=C1NC(CCC1N1C(C2=CC(=C(C=C2C1=O)F)N1CC2(CCC1)CCN(CC2)C2CCNCC2)=O)=O 2-(2,6-dioxopiperidin-3-yl)-5-fluoro-6-(9-(piperidin-4-yl)-2,9-diazaspiro[5.5]undec-2-yl)isoindoline-1,3-dione